O[C@@H]1CC[C@H](CC1)C(=O)N(C1=CC(=CC=C1)N1CC(C1)OC)C[C@@H]1CC[C@H](CC1)C1=CC(=C(C=C1)OC)C trans-4-Hydroxy-N-((trans-4-(4-methoxy-3-methylphenyl)cyclohexyl)methyl)-N-(3-(3-methoxyazetidin-1-yl)phenyl)cyclohexanecarboxamide